N-(Trans-4-(1-hydroxy-2-methylpropoxy)cyclohexyl)-2-(3-methyl-1H-indazol-1-yl)pyrimidine-5-carboxamide OC(C(C)C)O[C@@H]1CC[C@H](CC1)NC(=O)C=1C=NC(=NC1)N1N=C(C2=CC=CC=C12)C